(E)-6-Methyl-2-hepten-4-ol CC(CC(/C=C/C)O)C